N-{(2S,3R,4S)-4-fluoro-1-(2-hydroxy-2-methylpropanoyl)-2-[{2,2',3'-trifluoro[1,1'-biphenyl]-3-yl}methyl]pyrrolidin-3-yl}-ethanesulfonamide F[C@@H]1[C@@H]([C@@H](N(C1)C(C(C)(C)O)=O)CC=1C(=C(C=CC1)C1=C(C(=CC=C1)F)F)F)NS(=O)(=O)CC